C(C)N1CCN(CC1)C1=CC=C(C=C1)C=1OC(=C(N1)CC1=CC(=CC=C1)OC1=CC=C(C=C1)F)C 2-(4-(4-ethylpiperazin-1-yl)phenyl)-4-(3-(4-fluorophenoxy)benzyl)-5-methyloxazole